NCC(CN1N=CN(C1=O)CC=1SC2=C(C1)C=CC(=C2)C=2C=NC(=CC2)N(C)C)=C(F)F 2-[2-(aminomethyl)-3,3-difluoro-allyl]-4-[[6-[6-(dimethylamino)-3-pyridinyl]benzothien-2-yl]methyl]-1,2,4-triazol-3-one